FC=1C=C(C(=C(C1)C1=CC(=NC=C1)C#N)N=C=O)C(C)C 4-(5-fluoro-2-isocyanato-3-isopropylphenyl)pyridinecarbonitrile